6-amino-2-(3,5-dichloro-4-((5-(1-cyclopropylethyl)-6-hydroxypyridin-3-yl)oxy)phenyl-2-d)-1,2,4-triazine-3,5(2h,4h)-dione NC=1C(NC(N(N1)C1=C(C(=C(C(=C1)Cl)OC=1C=NC(=C(C1)C(C)C1CC1)O)Cl)[2H])=O)=O